C(\C=C/C(=O)[O-])(=O)OCCCCOC(C=C)=O acryloxybutyl maleate